N-[2-[Bis(1-methylethyl)amino]ethyl]-2-[(2-hydroxy-4,5-dimethoxybenzoyl)amino]thiazole-4-carboxamide CC(C)N(CCNC(=O)C=1N=C(SC1)NC(C1=C(C=C(C(=C1)OC)OC)O)=O)C(C)C